CNCC1CNC(O1)=O 5-[(methylamino)methyl]-1,3-oxazolidin-2-one